COC1=CC=C(C=C1)C1(CCCCC1)O 1-(4-methoxyphenyl)cyclohexan-1-ol